β-(3,4-epoxycyclohexyl)ethylmethoxyacetoxyisopropylsilane C1(CC2C(CC1)O2)CC[SiH](C(C)C)OC(COC)=O